4-(1,1-dimethylethyl)cyclohexanol CC(C)(C)C1CCC(CC1)O